N-(1-(6,7-Difluoro-4-oxo-3,4-dihydrophthalazin-1-yl)ethyl)-N-ethyl-1H-indole-2-carboxamide FC=1C=C2C(NN=C(C2=CC1F)C(C)N(C(=O)C=1NC2=CC=CC=C2C1)CC)=O